C(CCC)NCCN n-butyl-1,2-ethylenediamine